COC(OC)NC1=CC=CC=C1 dimethyloxymethylaniline